NC1=NC(N(C=C1F)[C@@H]1O[C@@]([C@H]([C@@H]1F)O)(CO)C1CC1)=O 4-amino-1-[(2R,3S,4R,5R)-5-cyclopropyl-3-fluoro-4-hydroxy-5-(hydroxymethyl)oxolan-2-yl]-5-fluoropyrimidin-2-one